N1C(=NC2=C1C=CC=C2)[C@@H](C)NC(=O)[C@H](CC(=O)N2[C@H](CCCC2)C)NC(CCC(C)(C)C)=O N-[(1S)-1-[[(1R)-1-(1H-benzimidazol-2-yl)ethyl]carbamoyl]-3-[(2S)-2-methyl-1-piperidyl]-3-oxo-propyl]-4,4-dimethyl-pentanamide